CC1=C(C=CC(=N1)N)NC1=NC(=CC=C1[N+](=O)[O-])C1=CC=CC=C1 6-methyl-N5-(3-nitro-6-phenylpyridin-2-yl)pyridine-2,5-diamine